ClC1=NC=C(C(=N1)NCC1=C(C=CC=C1)P(=O)(C)C)Cl 2,5-dichloro-N-[(2-dimethylphosphorylphenyl)methyl]pyrimidine-4-Amine